CON(C(=O)C1=CC(=C(COC2=CC=CC(=N2)C2CCN(CC2)C(=O)O)C=C1)C(F)(F)F)C 4-(6-((4-(methoxy(methyl)carbamoyl)-2-(trifluoromethyl)benzyl)oxy)pyridin-2-yl)piperidine-1-carboxylic acid